NC=1C=C(C=C2C=C(N=CC12)NC(=O)[C@H]1[C@@H](C1)C=1C=NN(C1)C)C=1C(=NC=CC1C)C1=CC=NN1C (1R,2R)-N-(8-amino-6-(4-methyl-2-(1-methyl-1H-pyrazol-5-yl)pyridin-3-yl)isoquinolin-3-yl)-2-(1-methyl-1H-pyrazol-4-yl)cyclopropanecarboxamide